(2-benzyloxy-4,6-dihydroxy-phenyl)-(4-methoxyisoindolin-2-yl)methanone C(C1=CC=CC=C1)OC1=C(C(=CC(=C1)O)O)C(=O)N1CC2=CC=CC(=C2C1)OC